(4-bromoindoline-1-yl)[5-(hydroxymethyl) thiazole-2-yl] ketone BrC1=C2CCN(C2=CC=C1)C=1N=C(SC1CO)C(=O)C=1SC(=C(N1)N1CCC2=C(C=CC=C12)Br)CO